The molecule is a fatty acid methyl ester obtained by formal condensation of the carboxy group of (16E)-octadec-16-enoic acid with methanol. C/C=C/CCCCCCCCCCCCCCC(=O)OC